tert-butyl (2S,4S)-2-(7-(but-3-en-1-yloxy)-4-(methoxycarbonyl)naphthalen-1-yl)-4-hydroxypiperidine-1-carboxylate C(CC=C)OC1=CC=C2C(=CC=C(C2=C1)[C@H]1N(CC[C@@H](C1)O)C(=O)OC(C)(C)C)C(=O)OC